COC=1C(=NC(=CC1C1=NN(N=C1)C)C)NC1=C(N=NC(=C1)NC(=O)[C@H]1[C@@H](C1)C)C(=O)NC([2H])([2H])[2H] 4-((3-methoxy-6-methyl-4-(2-methyl-2H-1,2,3-triazol-4-yl)pyridin-2-yl)amino)-N-(methyl-d3)-6-((1R,2R)-2-methylcyclopropane-1-carboxamido)pyridazine-3-carboxamide